pentamethylcyclopentadienyl(1-phenethyl-5,6-dimethylindenyl)hafnium CC1=C(C(=C(C1([Hf]C=1C(C2=CC(=C(C=C2C1)C)C)CCC1=CC=CC=C1)C)C)C)C